1-[4-benzyl-2-(fluoromethyl)-3-oxo-2H-1,4-benzoxazin-7-yl]-3-tert-butylurea C(C1=CC=CC=C1)N1C(C(OC2=C1C=CC(=C2)NC(=O)NC(C)(C)C)CF)=O